CN1CCN(CC1)C(=O)C1=CC=C(C=C1)NC(=O)C1=NNC2=NC=C(C=C21)[N+](=O)[O-] N-(4-(4-methylpiperazine-1-carbonyl)phenyl)-5-nitro-1H-pyrazolo[3,4-b]pyridine-3-carboxamide